6-chloro-N-(4-fluoro-3-methylphenyl)-5-(2-((1-(hydroxymethyl)cyclobutyl)amino)-2-oxoacetyl)-2,3-dihydro-1H-pyrrolizine-7-carboxamide ClC1=C(N2CCCC2=C1C(=O)NC1=CC(=C(C=C1)F)C)C(C(=O)NC1(CCC1)CO)=O